C(N)(=O)C1=NN(C(=C1)C)C=1C=C2C=CN(C2=CC1)CC1=CC=C(C[C@H]2CN(CC2)C(=O)OC(C)(C)C)C=C1 |r| rac-tert-Butyl 3-(4-((5-(3-carbamoyl-5-methyl-1H-pyrazol-1-yl)-1H-indol-1-yl)methyl)benzyl)pyrrolidine-1-carboxylate